2-Chloro-4-((R)-8-(4-(4-((1-(3-(((S)-2,6-dioxopiperidin-3-yl)amino)phenyl)piperidin-4-yl)methyl)piperazine-1-carbonyl)phenyl)-3-methyl-2,8-diazaspiro[4.5]decan-2-yl)benzonitrile ClC1=C(C#N)C=CC(=C1)N1CC2(C[C@H]1C)CCN(CC2)C2=CC=C(C=C2)C(=O)N2CCN(CC2)CC2CCN(CC2)C2=CC(=CC=C2)N[C@@H]2C(NC(CC2)=O)=O